NC1CC(CC1)NCC(O)C1=CC=CC=C1 α-[[(3-Aminocyclopentyl)amino]methyl]benzenemethanol